[As].[As] arsenic-arsenic